(R)-3-(2-(4-(2,3-dichlorophenyl)-3-methylpiperazin-1-yl)ethyl)cyclobutan-1-amine ClC1=C(C=CC=C1Cl)N1[C@@H](CN(CC1)CCC1CC(C1)N)C